ClC=1C=NC=CC1C1=NN=C(O1)C(=O)NN 5-(3-chloropyridin-4-yl)-1,3,4-oxadiazole-2-carbohydrazide